[Sn].[Mg].[Si] silicon-magnesium-tin